methyl 3-chloro-5-[(difluoromethyl)sulfanyl]benzoate ClC=1C=C(C(=O)OC)C=C(C1)SC(F)F